NC\C=C(\CN1C=NC2=C1C=C(C=C2C2=CC(=CC=C2)S(=O)(=O)N2CCCC2)C(=O)OC)/F Methyl (Z)-1-(4-amino-2-fluorobut-2-en-1-yl)-4-(3-(pyrrolidin-1-ylsulfonyl)phenyl)-1H-benzo[d]imidazole-6-carboxylate